FC=1C(=NC(=NC1)NC1=NC=C(C=C1)C1CCN(CC1)C)C1=C(C=2C=[N+](C=C(C2S1)C(C)C)[O-])C 2-(5-Fluoro-2-((5-(1-methylpiperidin-4-yl)pyridin-2-yl)amino)pyrimidin-4-yl)-7-isopropyl-3-methylthieno[3,2-c]pyridine 5-oxide